(E)-tert-butyl 2-benzylidene-1-(methyl-d3)hydrazine-1-carboxylate C(/C1=CC=CC=C1)=N\N(C(=O)OC(C)(C)C)C([2H])([2H])[2H]